C(C)(C)(C)C1=CC(=C(C)C=C1Cl)Cl 4-tert-butyl-2,5-dichlorotoluene